6,7,9,10,12,13,20,21,23,24-Decahydrodibenzo[b,k][1,4,7,10,13,16,19]heptaoxacyclohenicosine C1=CC=CC=2OCCOCCOCCOC3=C(OCCOCCOC21)C=CC=C3